1,4-bis(chloromethyl)benzene ClCC1=CC=C(C=C1)CCl